C(C)C=1C(OC2=CC(=C(C=C2C1)CC)N)=O 3,6-diethyl-7-aminocoumarin